N-(2-methoxyethyl)-4-nitrobenzenesulfonamide COCCNS(=O)(=O)C1=CC=C(C=C1)[N+](=O)[O-]